3,9-difluoro-8-(6-methoxypyridazin-4-yl)-6H-isochromeno[3,4-b]pyridine FC1=CC=C2C(=N1)OCC=1C=C(C(=CC12)F)C1=CN=NC(=C1)OC